C(C)(C)(C)C=1C=C(C=C(C1)C(C)(C)C)C1=CC(=CC=C1)[C@H](C(=O)N1CC2=C(N=C(NC2=O)C2(CC2)C2=CC=CC=C2)CC1)O (R)-6-(2-(3',5'-di-tert-butyl-[1,1'-biphenyl]-3-yl)-2-hydroxyacetyl)-2-(1-phenylcyclopropyl)-5,6,7,8-tetrahydropyrido[4,3-d]pyrimidin-4(3H)-one